1-fluoro-N-((6S,7S)-5-((R)-oxetane-2-carbonyl)-6-((2,2',5-trifluoro-[1,1'-biphenyl]-3-yl)methyl)-5-azaspiro[2.4]heptan-7-yl)methanesulfonamide FCS(=O)(=O)N[C@@H]1[C@@H](N(CC12CC2)C(=O)[C@@H]2OCC2)CC=2C(=C(C=C(C2)F)C2=C(C=CC=C2)F)F